N-[7-chloro-6-[4-(4-hydroxy-3-methyl-tetrahydrofuran-3-yl)piperazin-1-yl]-3-isoquinolyl]-2-(2-isopropylpyrazol-3-yl)cyclopropanecarboxamide ClC1=C(C=C2C=C(N=CC2=C1)NC(=O)C1C(C1)C=1N(N=CC1)C(C)C)N1CCN(CC1)C1(COCC1O)C